OCC(=O)OP(O)(O)=O hydroxyacetylphosphoric acid